OC1=C(C(=CC(=C1S(=O)(=O)N1CCN(CC1)C(=O)OC(C)(C)C)CCCCC)O)C1=C(C=CC(=C1)C)C(=C)C tert-butyl 4-((2,6-dihydroxy-5'-methyl-4-pentyl-2'-(prop-1-en-2-yl)-[1,1'-biphenyl]-3-yl)sulfonyl)piperazine-1-carboxylate